BrC=1C(=C2C=NN(C2=CC1)C1OCCCC1)F 5-bromo-4-fluoro-1-(tetrahydro-pyran-2-yl)-1H-indazole